ClC1=CC=C2NC=3CC(CC(C3C(C2=C1)=O)=O)C1=C(C=CC=C1)Cl 7-chloro-3-(2-chlorophenyl)-3,4-dihydroacridine-1,9(2H,10H)-dione